tert-butyl (5R)-5-[[2-[(4,4-difluorocyclohexyl)amino]-2-oxo-1-(3-pyridyl)ethyl]-[4-(pentafluoro-λ6-sulfanyl)phenyl]carbamoyl]-2,2-dimethyl-morpholine-4-carboxylate FC1(CCC(CC1)NC(C(C=1C=NC=CC1)N(C(=O)[C@H]1COC(CN1C(=O)OC(C)(C)C)(C)C)C1=CC=C(C=C1)S(F)(F)(F)(F)F)=O)F